4-(tert-butyl)-phenylalanine C(C)(C)(C)C1=CC=C(C[C@H](N)C(=O)O)C=C1